(1R,2S,5S)-6,6-dimethyl-3-[2-(1-methylcyclopropyl)-2-[(2,2,2-trifluoroacetyl)amino]acetyl]-3-azabicyclo[3.1.0]hexane-2-carboxylic acid CC1([C@H]2CN([C@@H]([C@@H]12)C(=O)O)C(C(NC(C(F)(F)F)=O)C1(CC1)C)=O)C